5-[(2-chloro-4-methoxy-7,8-dihydro-5H-pyrido[4,3-d]pyrimidin-6-yl)methyl]pyrrolidin-2-one ClC=1N=C(C2=C(N1)CCN(C2)CC2CCC(N2)=O)OC